CC1=NN(C(=C1)C)C(=N)NC(NC1=CC=C(C=C1)S(NCCOCC#C)(=O)=O)=S 3,5-dimethyl-N-((4-(N-(2-(prop-2-yn-1-yloxy)ethyl)sulfamoyl)phenyl)thiocarbamoyl)-1H-pyrazole-1-carboxamidine